1,3-dimethylbutylmethyl-dimethoxysilane CC(CC(C)C)[Si](OC)(OC)C